1-(2-chlorophenyl)-2-(1H-imidazol-1-yl)ethan-1-one ClC1=C(C=CC=C1)C(CN1C=NC=C1)=O